3-(2-chloro-5-(2,6-dioxo-4-trifluoromethyl-3,6-dihydropyrimidin-1(2H)-yl)-phenyl)-5-methyl-4,5-dihydroisoxazole ClC1=C(C=C(C=C1)N1C(NC(=CC1=O)C(F)(F)F)=O)C1=NOC(C1)C